flavone glucuronate salt O=C[C@H](O)[C@@H](O)[C@H](O)[C@H](O)C(=O)O.O1C(=CC(=O)C2=CC=CC=C12)C1=CC=CC=C1